N[C@@H]1COCC[C@H]1O (3R,4R)-3-amino-tetrahydro-2H-pyran-4-ol